4-((2-(3-(2-Oxo-2-(tert-pentylamino)ethoxy)phenyl)thieno[3,2-d]pyrimidin-4-yl)amino)benzamide O=C(COC=1C=C(C=CC1)C=1N=C(C2=C(N1)C=CS2)NC2=CC=C(C(=O)N)C=C2)NC(C)(C)CC